NC1=C2N=CN(C2=NC=N1)[C@@H]1O[C@@H](C[C@H]1OP(=O)(OC1=CC=CC2=CC=CC=C12)N[C@H](C(=O)OCC1=CC=CC=C1)C)CO (2S)-benzyl 2-(((((2R,3R,5S)-2-(6-amino-9H-purin-9-yl)-5-(hydroxymethyl)tetrahydrofuran-3-yl)oxy)(naphthalen-1-yloxy)phosphoryl)amino)propanoate